FC1=CC=C(C=C1)C1=C(N=CS1)C(=O)NC1=CC(=C(C=C1)C)NC1=NC=CC=C1C1=C2N=CN(C2=NC=N1)C1OCCCC1 5-(4-fluorophenyl)-N-[4-methyl-3-[[3-(9-tetrahydropyran-2-ylpurin-6-yl)-2-pyridyl]amino]phenyl]thiazole-4-carboxamide